2,2'-Methylen-bis(6-bromo-4-chlorophenol) C(C1=C(C(=CC(=C1)Cl)Br)O)C1=C(C(=CC(=C1)Cl)Br)O